4-nitro-3-(2,2,3,3,3-pentafluoropropoxy)benzoyl chloride [N+](=O)([O-])C1=C(C=C(C(=O)Cl)C=C1)OCC(C(F)(F)F)(F)F